trans-1-(tert-butoxycarbonyl)-2-carboxy-3a-hydroxy-6-acetoxy-1,2,3,3a,8,8a-hexahydropyrrolo[2,3-b]indole C(C)(C)(C)OC(=O)N1C(CC2(C1NC1=CC(=CC=C21)OC(C)=O)O)C(=O)O